2,6-bis(4-hydroxybenzyl)-4-cyclohexylphenol OC1=CC=C(CC2=C(C(=CC(=C2)C2CCCCC2)CC2=CC=C(C=C2)O)O)C=C1